C(CC)C=1OC2=C(N1)C=CC(=C2)N 2-propylbenzo[d]oxazol-6-amine